(S)-1-(3-(difluoromethoxy)phenyl)-3-(1-hydroxypropyl)-N-(3-methyl-1,1-dioxidothietan-3-yl)-1H-indazole-5-carboxamide FC(OC=1C=C(C=CC1)N1N=C(C2=CC(=CC=C12)C(=O)NC1(CS(C1)(=O)=O)C)[C@H](CC)O)F